4-(isoxazol-3-ylmethyl)phenol O1N=C(C=C1)CC1=CC=C(C=C1)O